1-((5-chlorothiophen-2-yl)methyl)-4-((3-fluoro-6-(thiazol-2-ylamino)pyridin-2-yl)methyl)-2-methylpiperidine-4-carboxylic acid ClC1=CC=C(S1)CN1C(CC(CC1)(C(=O)O)CC1=NC(=CC=C1F)NC=1SC=CN1)C